3-(5-bromopyridin-2-yl)-N-(4-chlorophenyl)oxetan-3-carboxamide BrC=1C=CC(=NC1)C1(COC1)C(=O)NC1=CC=C(C=C1)Cl